2-(1H-pyrrol-2-yl)ethan-1-amine N1C(=CC=C1)CCN